methacrylic acid 3-sulfopropyl ester potassium salt [K+].S(=O)(=O)([O-])CCCOC(C(=C)C)=O